COC([C@H](C)NC([C@@H](CCC(=O)OCC1=CC=CC=C1)NC(CCCCCCC)=O)=O)=O Benzyl (4R)-5-[[(1S)-2-methoxy-1-methyl-2-oxo-ethyl]amino]-4-(octanoylamino)-5-oxo-pentanoate